(S)-(4-(7-chloropyrazolo[1,5-a]pyridin-2-yl)-6,7-dihydro-1H-imidazo[4,5-c]pyridin-5(4H)-yl)(4-(difluoromethyl)-2-(1-hydroxycyclopropyl)oxazol-5-yl)methanone ClC1=CC=CC=2N1N=C(C2)[C@H]2N(CCC1=C2N=CN1)C(=O)C1=C(N=C(O1)C1(CC1)O)C(F)F